(4-(tert-butyl)phenyl)-5-phenylAzole-4-carboxylic acid ethyl ester C(C)OC(=O)C=1C=C(NC1C1=CC=CC=C1)C1=CC=C(C=C1)C(C)(C)C